amino-2-(5-fluoro-1-(2-fluorobenzyl)-1H-pyrazolo[3,4-b]pyridin-3-yl)-N,N-dimethylpyrimidine-5-carboxamide NC1=NC(=NC=C1C(=O)N(C)C)C1=NN(C2=NC=C(C=C21)F)CC2=C(C=CC=C2)F